9-oxo-9H-fluorene-2,7-dicarboxylic acid O=C1C2=CC(=CC=C2C=2C=CC(=CC12)C(=O)O)C(=O)O